2-(3,4-difluorophenoxy)-1-(4-((3-fluorophenyl)sulfonyl)-3-methylpiperazin-1-yl)-2-methylpropan-1-one FC=1C=C(OC(C(=O)N2CC(N(CC2)S(=O)(=O)C2=CC(=CC=C2)F)C)(C)C)C=CC1F